C(C1=CC=CC=C1)N=C=C N-benzyl-ketene imine